L-gamma-Glutamyl-S-(11-{(1R)-1-[1-benzyl-4-(2,5-difluorophenyl)-1H-pyrrol-2-yl]-2,2-dimethylpropyl}-2,2-dimethyl-6,12-dioxo-5-oxa-7,11-diaza-2-silatridecan-13-yl)-L-cystein N[C@@H](CCC(=O)N[C@@H](CSCC(N(CCCNC(OCC[Si](C)(C)C)=O)[C@H](C(C)(C)C)C=1N(C=C(C1)C1=C(C=CC(=C1)F)F)CC1=CC=CC=C1)=O)C(=O)O)C(=O)O